(2R,5'S)-3-oxo-3,4-dihydrospiro[benzo[b][1,4]thiazine-2,3'-pyrrolidine]-5'-carboxamide 1,1-dioxide TFA salt OC(=O)C(F)(F)F.O=C1NC2=C(S([C@]13CN[C@@H](C3)C(=O)N)(=O)=O)C=CC=C2